bromo-4-(3-chloroanilino)-6'-methoxy-5'-methyl-spiro[cyclohexane-1,1'-indene]-4-carboxylic acid BrC=1C2(C3=CC(=C(C=C3C1)C)OC)CCC(CC2)(C(=O)O)NC2=CC(=CC=C2)Cl